FC(C1=CC=C(C=C1)C1=NN(C=C1C(C)C)C1CCNCC1)F 4-[3-[4-(difluoromethyl)phenyl]-4-isopropyl-pyrazol-1-yl]piperidine